((2S,5R)-4-acryloyl-2,5-dimethylpiperazin-1-yl)-7-(1,3-dimethyl-1H-pyrazol-4-yl)-1-(2-isopropyl-4-methylpyridin-3-yl)-2-oxo-1,2-dihydropyrido[2,3-d]pyrimidine-6-carbonitrile C(C=C)(=O)N1C[C@@H](N(C[C@H]1C)C=1C2=C(N(C(N1)=O)C=1C(=NC=CC1C)C(C)C)N=C(C(=C2)C#N)C=2C(=NN(C2)C)C)C